BrC1=C(C=C(C=C1)OC)OCC(OCC)OCC 1-bromo-2-(2,2-diethoxyethoxy)-4-methoxybenzene